(1-Methyl-1H-pyrazolo[3,4-b]pyridin-5-yl)carbamic acid tert-butyl ester C(C)(C)(C)OC(NC=1C=C2C(=NC1)N(N=C2)C)=O